6-(3-methoxy-4-(pyridin-3-ylmethoxy)phenylamino)-3-morpholinoquinoxaline-5-carbonitrile COC=1C=C(C=CC1OCC=1C=NC=CC1)NC1=C(C=2N=C(C=NC2C=C1)N1CCOCC1)C#N